9-(4-chloro-6-phenyl-1,3,5-triazine-2-yl)-9H-carbazole-1,2,3,4,5,6,7,8-d8 ClC1=NC(=NC(=N1)C1=CC=CC=C1)N1C2=C(C(=C(C(=C2C=2C(=C(C(=C(C12)[2H])[2H])[2H])[2H])[2H])[2H])[2H])[2H]